5-(1-((2,3-dihydrobenzofuran-5-yl)sulfonyl)piperidin-4-yl)-1-methyl-1H-benzo[d]imidazole O1CCC2=C1C=CC(=C2)S(=O)(=O)N2CCC(CC2)C2=CC1=C(N(C=N1)C)C=C2